Cl.C[C@@H]1CC2=NN3C(C(N(C[C@H]3C)C(C)C=3C=CC(=NC3)C(=O)OC)=O)=C2CN1 methyl 5-(1-((3R,7R)-3,7-dimethyl-10-oxo-1,3,4,7,8,10-hexahydropyrido[4',3':3,4]pyrazolo[1,5-a]pyrazin-9(2H)-yl)ethyl)picolinate hydrochloride